methanesulfonic acid-2-{3-[2-(1-{[3,5-bis(difluoromethyl)-1H-pyrazol-1-yl]acetyl}piperidin-4-yl)-1,3-thiazol-4-yl]-4,5-dihydro-1,2-oxazol-5-yl}-3-chlorophenyl ester FC(C1=NN(C(=C1)C(F)F)CC(=O)N1CCC(CC1)C=1SC=C(N1)C1=NOC(C1)C1=C(C=CC=C1Cl)OS(=O)(=O)C)F